4-((2-ethyl-4-fluorophenyl)-amino)-N-(6-methoxy-2-methylpyridin-3-yl)-6-(tri-fluoromethyl)-nicotinamide C(C)C1=C(C=CC(=C1)F)NC1=CC(=NC=C1C(=O)NC=1C(=NC(=CC1)OC)C)C(F)(F)F